N-(4'-ethynyl-biphenyl-2-yl)-5-fluoro-1,3-dimethyl-1H-pyrazole-4-carboxamide C(#C)C1=CC=C(C=C1)C1=C(C=CC=C1)NC(=O)C=1C(=NN(C1F)C)C